3-(9-((4-(aminomethyl)-2,6-dimethylphenyl)carbamoyl)-4,5-dihydrobenzo[b]thieno[2,3-d]oxepin-8-yl)-6-(((3-methylcyclobutyl)methyl)carbamoyl)picolinic acid NCC1=CC(=C(C(=C1)C)NC(=O)C1=CC2=C(OCCC3=C2SC=C3)C=C1C=1C(=NC(=CC1)C(NCC1CC(C1)C)=O)C(=O)O)C